CC1=CSC=C1CCC(=O)O 3-methyl-4-carboxyethylthiophen